ClC=1C=C(C=C(C1)Cl)C1CN(C1)CC1=CC(=NC=C1)C=1C=C2CN(C(C2=CC1)=O)C1C(NC(CC1)=O)=O 3-(5-(4-((3-(3,5-dichlorophenyl)azetidin-1-yl)methyl)pyridin-2-yl)-1-oxoisoindolin-2-yl)piperidine-2,6-dione